CC=1N=NC=C(C1[C@@H](C)OC=1C=C2C(=NNC2=CC1)C=1C=NC(=NC1)N1CCC2(CCS(C2)(=O)=O)CC1)C 8-[5-[5-[(1R)-1-(3,5-dimethylpyridazin-4-yl)ethoxy]-1H-indazol-3-yl]pyrimidin-2-yl]-2λ6-thia-8-azaspiro[4.5]decane 2,2-dioxide